CC1=CC(=NC=C1)[C@@H](C)O (1R)-1-(4-methylpyridin-2-yl)ethan-1-ol